1-bromo-4-[(chloromethyl)sulfonyl]benzene tert-butyl-(3-((5-benzamido-2-chloropyrimidin-4-yl)amino)-4-fluorophenyl)carbamate C(C)(C)(C)N(C(O)=O)C1=CC(=C(C=C1)F)NC1=NC(=NC=C1NC(C1=CC=CC=C1)=O)Cl.BrC1=CC=C(C=C1)S(=O)(=O)CCl